Bis(dimethyl-phosphino)ethan CP(C)C(C)P(C)C